ClC1=C(C=C(OC(C(=O)NC23CC(C2)(C3)NC(COC3=CC(=C(C=C3)Cl)F)=O)COC)C=C1)F 2-(4-chloro-3-fluorophenoxy)-N-{3-[2-(4-chloro-3-fluorophenoxy)acetylamino]bicyclo[1.1.1]pentan-1-yl}-3-methoxypropionamide